CC1=C(C=2C(C=CC(C2C=C1)=O)=O)N 2-methyl-5,8-dioxo-5,8-dihydronaphthalene-1-amine